BrCCCCCCNC1=CC=CC2=CC=CC=C12 N-(6-bromohexyl)naphthalene-1-amine